O1C2=C(C(CC1)CNC(OC(C)(C)C)=O)C=CS2 tert-Butyl ((3,4-dihydro-2H-thieno[2,3-b]pyran-4-yl)methyl)carbamate